tetrahydro-[3,4'-bipyridine]-5-carboxylate N1CC(CC(=C1)C(=O)[O-])C1=CC=NC=C1